O=C1NC(CCC1N1C(C2=CC=CC(=C2C1=O)NC(CCCC(=O)NC1=C2C(N(C(C2=CC=C1)=O)C1C(NC(CC1)=O)=O)=O)=O)=O)=O N1,N5-bis(2-(2,6-Dioxopiperidin-3-yl)-1,3-dioxoisoindolin-4-yl)glutaramide